OC1CCC12CN(CCC2)C=2N=C1N(C(C2C)=O)C=C(C=C1[C@@H](C)NC1=C(C(=O)O)C=CC=C1)C 2-(((1R)-1-(2-(1-hydroxy-6-azaspiro[3.5]nonan-6-yl)-3,7-dimethyl-4-oxo-4H-pyrido[1,2-a]pyrimidin-9-yl)ethyl)amino)benzoic acid